((S)-2-(((2R,3S,4R,5R)-5-(6-chloro-4-((cyclopropylmethyl)amino)-1H-pyrazolo[3,4-d]pyrimidin-1-yl)-3,4-dihydroxytetrahydrofuran-2-yl)methoxy)-1-methoxypropan-2-yl)phosphonic acid ClC1=NC(=C2C(=N1)N(N=C2)[C@H]2[C@@H]([C@@H]([C@H](O2)CO[C@@](COC)(C)P(O)(O)=O)O)O)NCC2CC2